tris(β-chloroethyl)phosphite ClCCOP(OCCCl)OCCCl